N-((S)-2-cyano-1-(4-(ethylsulfonyl)phenyl)ethyl)-2-((S)-4-(2-(difluoromethoxy)ethyl)-2-((difluoromethoxy)methyl)piperazin-1-yl)thiazole-5-carboxamide C(#N)C[C@@H](C1=CC=C(C=C1)S(=O)(=O)CC)NC(=O)C1=CN=C(S1)N1[C@@H](CN(CC1)CCOC(F)F)COC(F)F